1,3,5-tris(3,5-di-tert-butyl-4-hydroxyphenyl-propionyl)-hexahydro-1,3,5-triazine C(C)(C)(C)C=1C=C(C=C(C1O)C(C)(C)C)CCC(=O)N1CN(CN(C1)C(CCC1=CC(=C(C(=C1)C(C)(C)C)O)C(C)(C)C)=O)C(CCC1=CC(=C(C(=C1)C(C)(C)C)O)C(C)(C)C)=O